2-ethylhexyl N,N-dimethyl-p-aminobenzoate CN(C1=CC=C(C(=O)OCC(CCCC)CC)C=C1)C